FC=1C=C(C=CC1F)C=1SC=C(N1)COCCCC(CCN1C[C@@H]([C@H]([C@@H]([C@H](C1)O)O)O)O)(F)F (3S,4R,5R,6S)-1-(6-{[2-(3,4-difluorophenyl)-1,3-thiazol-4-yl]methoxy}-3,3-difluorohexyl)-3,4,5,6-azepanetetrol